C(#N)C1=C(C=CC(=C1C#N)OC)OC 2,3-dicyano-1,4-dimethoxybenzene